[Ni+2].CC1=C(C(C=NC(C(N=CC=2C(O)=C(C=C(C2)C(=O)O)C)C2=CC=CC=C2)C2=CC=CC=C2)=CC(=C1)C(=O)O)O N,N'-bis(3-methyl-5-carboxysalicylidene)-1,2-diphenylethylenediamine nickel (II)